C(C1=CC=CC=C1)OC=1C=C(CCC(C)(S(=O)N)C)C=CC1OCC1=CC=CC=C1 3,4-bis(benzyloxy)benzyl-2-methylpropane-2-sulfinamide